N-(3-(1H-indol-3-yl)-1H-pyrazol-5-yl)-2-chloroacetamide N1C=C(C2=CC=CC=C12)C1=NNC(=C1)NC(CCl)=O